FC(S(=O)(=O)OC=1CC23C=4C=CC=CC4C=C(C2=CC1)NCC3)(F)F 9,4b-(epiminoethano)phenanthren-6-yl trifluoromethanesulfonate